(3S,11aR)-6-hydroxy-3-methyl-N-[(2-chloroimidazo[2,1-b][1,3]thiazol-6-yl)methyl]-5,7-dioxo-2,3,5,7,11,11a-hexahydro[1,3]oxazolo[3,2-a]pyrido[1,2-d]pyrazine-8-carboxamide OC=1C(C(=CN2C[C@@H]3N(C(C21)=O)[C@H](CO3)C)C(=O)NCC=3N=C2SC(=CN2C3)Cl)=O